NC1C2=C(C=CC=C2CC12CCN(CC2)C=2C=1N(C=CN2)C(=NC1CO)C1=C(C(=CC=C1)Cl)Cl)F (8-(1-amino-7-fluoro-1,3-dihydrospiro[indene-2,4'-piperidine]-1'-yl)-3-(2,3-dichlorophenyl)imidazo[1,5-a]pyrazin-1-yl)methanol